BrC=1C=NC(=NC1)NCCN(C(OC(C)(C)C)=O)C tert-butyl N-[2-[(5-bromopyrimidin-2-yl)amino]ethyl]-N-methyl-carbamate